trimethyl-Thiazole CC1=C(N=C(S1)C)C